bromine 1,4-dioxane O1CCOCC1.[Br]